Cl.C1(CCC1)C(=N)N cyclobutaneformamidine hydrochloride